FC1(CC=C(C=C1)S(=O)(=O)NC=1C=C2CCCN(C2=CC1)S(=O)(=O)C1=CC=C(C=C1)F)F 4,4-difluoro-N-(1-((4-fluorophenyl)sulfonyl)-1,2,3,4-tetrahydroquinolin-6-yl)benzenesulfonamide